{[1,1'-binaphthalene]-2,2'-diylbis(oxydibenzo[b,d]furan-2,4-diyl)}dimethanol C1(=C(C=CC2=CC=CC=C12)OC1=CC2=C(OC3=C2C=CC=C3)C(=C1)CO)C1=C(C=CC3=CC=CC=C13)OC1=CC3=C(OC2=C3C=CC=C2)C(=C1)CO